3-(3-(3,5-bis(trifluoromethyl)phenyl)-1,2,4-oxadiazol-5-yl)propanoic acid FC(C=1C=C(C=C(C1)C(F)(F)F)C1=NOC(=N1)CCC(=O)O)(F)F